FC=1C=C(CNC(=O)NC2=CC(=C(C=C2)CN2CCN(CC2)C)C(F)(F)F)C=CC1N1C=NC=C1 1-(3-fluoro-4-(1H-imidazol-1-yl)benzyl)-3-(4-((4-methylpiperazin-1-yl)methyl)-3-(trifluoromethyl)phenyl)urea